N-[(1H-benzimidazol-2-yl)methyl]-8-bromo-2-[(1-methylpiperidin-4-yl)oxy]pyrazolo[1,5-a][1,3,5]triazin-4-amine N1C(=NC2=C1C=CC=C2)CNC2=NC(=NC=1N2N=CC1Br)OC1CCN(CC1)C